C(C)(C)(C)OC(NCC1=CC(=C(C=C1)C)C(NC(C)C1=CC(=NC2=CC=CC=C12)Cl)=O)=O tert-butyl(3-((1-(2-chloroquinolin-4-yl)ethyl)carbamoyl)-4-methylbenzyl)carbamate